(3aS,6S,6aS)-1-(7,8-dihydrofuro[3,2-e][1,3]benzothiazol-2-yl)-6-(dimethylamino)hexahydrocyclopenta[d]imidazol-2(1H)-one N1=C(SC2=C1C1=C(C=C2)OCC1)N1C(N[C@@H]2[C@H]1[C@H](CC2)N(C)C)=O